CC1=C(C(=O)NS(=O)(=O)C)C=CC=C1 2-methyl-N-(methylsulfonyl)benzamide